BrOBr Dibromooxide